CN1CCC(CC1)CNC=1N=CC2=C(N1)NC=C2C2=CC1=C(C(NCCO1)=O)C=C2 8-(2-(((1-methylpiperidin-4-yl)methyl)amino)-7H-pyrrolo[2,3-d]pyrimidin-5-yl)-3,4-dihydrobenzo[f][1,4]oxazepin-5(2H)-one